ON1OC(C2=C1C=CC=C2)C(CCCC)\C=N\N(C=2C1=C(N=CN2)C(=CS1)C)CCOC N-[(E)-(1-hydroxy-3H-2,1-benzoxazolylpentan-5-yl)methyleneamino]-N-(2-methoxyethyl)-7-methyl-thieno[3,2-d]Pyrimidin-4-amine